5-(3-Oxa-8-azabicyclo[3.2.1]octan-8-yl)-2-((5-methyl-3-(6-methylpyridin-3-yl)isoxazol-4-yl)methyl)pyridazin-3(2H)-one C12COCC(CC1)N2C2=CC(N(N=C2)CC=2C(=NOC2C)C=2C=NC(=CC2)C)=O